(2R,6R)-N-{[4-(3,6-dimethoxypyridin-2-yl)phenyl]methyl}-4-[(1R)-1-(3-fluoro-4-methylpyridin-2-yl)-3-methoxypropyl]-6-methyl-1-(2-methylpropanoyl)piperazine-2-carboxamide COC=1C(=NC(=CC1)OC)C1=CC=C(C=C1)CNC(=O)[C@@H]1N([C@@H](CN(C1)[C@H](CCOC)C1=NC=CC(=C1F)C)C)C(C(C)C)=O